CC=1N=C(C2=C(N1)OC=C2C(=O)N2CCC(CC2)C2=CC=C(C=C2)C)NC2(CC2)C methyl-N-(1-methylcyclopropyl)-5-[4-(4-methylphenyl)piperidine-1-carbonyl]furo[2,3-d]pyrimidin-4-amine